F[C@H]1CN(CC[C@H]1NC1=CC=CC2=C1SC(=C2CC(F)(F)F)C#CCNC2=CC=C(C1=C2OCO1)P(C)(C)=O)C (7-((3-(7-(((3S,4R)-3-fluoro-1-methylpiperidin-4-yl)amino)-3-(2,2,2-trifluoroethyl)benzo[b]thiophen-2-yl)prop-2-yn-1-yl)amino)benzo[d][1,3]dioxol-4-yl)dimethylphosphine oxide